CNCCCCCCCCCCCC N-methyl-dodecylamine